[C@H]12CN(C[C@H](CC1)N2)C=2C1=C(N=C(N2)OCC23CCCN3CCC2)N=C(C(=C1)Cl)C1=CC(=CC2=CC=C(C(=C12)Cl)F)O 4-(4-((1R,5S)-3,8-Diazabicyclo[3.2.1]octan-3-yl)-6-chloro-2-((tetrahydro-1H-pyrrolizin-7a(5H)-yl)methoxy)pyrido[2,3-d]pyrimidin-7-yl)-5-chloro-6-fluoronaphthalen-2-ol